2-(2-((7-(3-(aminomethyl)phenyl)benzofuran-2-yl)methoxy)phenyl)acetic acid NCC=1C=C(C=CC1)C1=CC=CC=2C=C(OC21)COC2=C(C=CC=C2)CC(=O)O